methyl (S)-6-diazo-2-((S)-2-methoxy-2-phenylacetamido)-5-oxohexanoate [N+](=[N-])=CC(CC[C@@H](C(=O)OC)NC([C@H](C1=CC=CC=C1)OC)=O)=O